(3S,8aR)-3-(4-(2-(5-amino-1H-pyrazol-1-yl)-3-fluoropyridin-4-yl)-1H-imidazol-2-yl)-7-(3-chloro-2-fluoro-6-(1H-tetrazol-1-yl)phenyl)-2,3,8,8a-tetrahydroindolizin NC1=CC=NN1C1=NC=CC(=C1F)C=1N=C(NC1)[C@@H]1CC[C@@H]2CC(=CCN12)C1=C(C(=CC=C1N1N=NN=C1)Cl)F